lithium sulfur silver germanium oxide [Ge]=O.[Ag].[S].[Li]